Cl.FC1=C(C=C(C=C1)NC(=O)C=1N(C=C2C1OC[C@@H]1[C@H](NS2(=O)=O)CCNC1)C)C Cis-N-(4-fluoro-3-methylphenyl)-2-methyl-5,5a,6,7,8,9,9a,10-octahydro-2H-pyrido[4,3-f]pyrrolo[3,4-b][1,4,5]oxathiazocine-1-carboxamide 4,4-dioxide Hydrochloride